4-(difluoromethyl)-N-((6-ethoxy-1-methyl-1H-benzimidazol-7-yl)methyl)-3-fluorobenzamide FC(C1=C(C=C(C(=O)NCC2=C(C=CC3=C2N(C=N3)C)OCC)C=C1)F)F